ClC1=CC=2C=3C=CC(=CC3N(C(N(C2N=C1)CC)=O)C1=CC=C(C=C1)NCCNC)Cl 4,13-dichloro-8-ethyl-10-(4-{[2-(methylamino)ethyl]amino}phenyl)-6,8,10-triazatricyclo[9.4.0.02,7]pentadeca-1(11),2(7),3,5,12,14-hexaen-9-one